(4-(4,4-difluoropiperidin-1-yl)phenyl)-2-(4-((6,7-dimethoxyquinazolin-4-yl)oxy)-2,6-difluorophenyl)-2-oxoacetamide FC1(CCN(CC1)C1=CC=C(C=C1)NC(C(=O)C1=C(C=C(C=C1F)OC1=NC=NC2=CC(=C(C=C12)OC)OC)F)=O)F